FC(C1=NC=CC=C1C(=O)N)F 2-(difluoromethyl)pyridine-3-carboxamide